m-HydroxyPhenyl-Acetic Acid OC=1C=C(C=CC1)CC(=O)O